NC=1SC=C(N1)C(C(=O)O)=NOC 2-(2-amino-4-thiazolyl)-2-(methoxyimino)acetic acid